(E)-N-(2-(3-Chloro-4-(difluoromethoxy)-6-hydroxy-2-methylbenzoyl)isoindolin-4-yl)-4-(dimethylamino)-N-methylbut-2-enamide ClC=1C(=C(C(=O)N2CC3=CC=CC(=C3C2)N(C(\C=C\CN(C)C)=O)C)C(=CC1OC(F)F)O)C